NC1=NC=CC=C1C1=NC(=NC=C1)NC=1C=C(C=CC1C)N N3-[4-(2-amino-3-pyridyl)pyrimidin-2-yl]-4-methyl-benzene-1,3-diamine